CC=1C=C2C(=NC1C(=O)O)N=C(N2)CCNC2=NC=CC1=CC=C(C=C21)C2=NOC(=N2)C 6-methyl-2-(2-{[7-(5-methyl-1,2,4-oxadiazol-3-yl)isoquinolin-1-yl]amino}ethyl)-1H-imidazo[4,5-b]pyridine-5-carboxylic acid